CNC(=O)C1CC2(CCN2C)C1 N,1-dimethyl-1-azaspiro[3.3]heptane-6-carboxamide